(2R,3'S,4S)-4-fluoro-N-(3-(2-((3-methoxy-1-methyl-1H-pyrazol-4-yl)amino)-5-methylpyrimidin-4-yl)-1H-indol-7-yl)-1'-methyl-[1,3'-bipyrrolidine]-2-carboxamide F[C@H]1C[C@@H](N(C1)[C@@H]1CN(CC1)C)C(=O)NC=1C=CC=C2C(=CNC12)C1=NC(=NC=C1C)NC=1C(=NN(C1)C)OC